trans-1,2-di(aminomethyl)cyclobutane NC[C@H]1[C@@H](CC1)CN